C(C)(C)(C)OC(=O)NCCOCCOCC(=O)O (2-(tert-butoxycarbonylamino)ethoxy)ethoxyacetic acid